1-(7-(4-((3-methyl-4-((1-methyl-1H-benzo[d][1,2,3]triazol-5-yl)oxy)phenyl)amino)pyrido[3,2-d]pyrimidin-6-yl)-3-oxa-9-azabicyclo[3.3.1]nonan-9-yl)prop-2-en-1-one trifluoroacetate FC(C(=O)O)(F)F.CC=1C=C(C=CC1OC1=CC2=C(N(N=N2)C)C=C1)NC=1C2=C(N=CN1)C=CC(=N2)C2CC1COCC(C2)N1C(C=C)=O